O1C2=C(NC3(C1)CCC3)N=CC=C2SC2=CN=C(C(=N2)CO)N2CCC3(CC2)OC2=C([C@H]3N)C=CC=C2 (R)-(6-((2'H,4'H-spiro[cyclobutane-1,3'-pyrido[3,2-b][1,4]oxazin]-8'-yl)thio)-3-(3-amino-3H-spiro[benzofuran-2,4'-piperidin]-1'-yl)pyrazin-2-yl)methanol